ClC=1C(=NC=CC1)C1=NSC(=C1C1CC1)C(=O)O 3-(3-chloropyridin-2-yl)-4-cyclopropylisothiazole-5-carboxylic acid